4-[(3S)-3-({5-[(1R,4R,7R)-7-aminobicyclo[2.2.1]heptane-2-carbonyl]-2-[1-(cyclopropylmethyl)-1H-indol-2-yl]-7-methoxy-1H-1,3-benzodiazol-1-yl}methyl)pyrrolidine-1-carbonyl]benzonitrile N[C@H]1[C@H]2C(C[C@H]1CC2)C(=O)C2=CC1=C(N(C(=N1)C=1N(C3=CC=CC=C3C1)CC1CC1)C[C@H]1CN(CC1)C(=O)C1=CC=C(C#N)C=C1)C(=C2)OC